C(C(=C)C)(=O)OCCC[SiH2]O[Si](C)(C)C methacryloxypropyl-(trimethylsiloxy)silane